CS(=O)(C)=NC=1C=CC(=NC1)N1N=CN=C1[C@H](C)NC(C1=C(C=CC(=C1)C(F)(F)F)F)=O (S)-N-(1-(1-(5-((dimethyl(oxo)-λ6-sulfaneylidene)amino)pyridin-2-yl)-1H-1,2,4-triazol-5-yl)ethyl)-2-fluoro-5-(trifluoromethyl)benzamide